4-bromo-2,6-dimethylbenzenesulfonate BrC1=CC(=C(C(=C1)C)S(=O)(=O)[O-])C